3-(4-(3-Fluorooxetan-3-yl)phenyl)propanal FC1(COC1)C1=CC=C(C=C1)CCC=O